2-hydroxy-3-chloropropyl methacrylate C(C(=C)C)(=O)OCC(CCl)O